4-(((1-phenyl-1H-pyrazolo[3,4-d]pyrimidin-4-yl)amino)methyl)benzenesulfonamide C1(=CC=CC=C1)N1N=CC=2C1=NC=NC2NCC2=CC=C(C=C2)S(=O)(=O)N